2-(2-(methylamino)-2-oxoethyl)benzyl carbamimidothioate hydrobromide Br.C(N)(=N)SCC1=C(C=CC=C1)CC(=O)NC